5-Hydroxy-1H-pyrazole-3-carboxylic acid methyl ester COC(=O)C1=NNC(=C1)O